C(#N)C[C@@H]1N(CCN(C1)C=1C2=C(N=C(N1)OC[C@@H]1N(CCC1)C)CNCC2)C(=O)OCC2=CC=CC=C2 Benzyl (2S)-2-(cyanomethyl)-4-[2-[[(2R)-1-methylpyrrolidin-2-yl] methoxy]-5,6,7,8-tetrahydropyrido[3,4-d]pyrimidin-4-yl]piperazine-1-carboxylate